BrC1=C(C(=C(NC)C=C1Cl)[N+](=O)[O-])Cl 4-bromo-3,5-dichloro-N-methyl-2-nitroaniline